OC(C)(C1=CC(=NN1C1=CC=C(C=C1)C(F)(F)F)N1CCN(CC1)C(=O)OC(C)(C)C)C tert-butyl 4-[5-(1-hydroxyl-methyl-ethyl)-1-[4-(trifluoromethyl) phenyl]pyrazol-3-yl]piperazine-1-carboxylate